Ethyl 2-(5-(2,6-dichloro-4-(2,5-dimethyl-1H-pyrrol-1-yl)phenoxy)-2-oxopyridin-1(2H)-yl)acetate ClC1=C(OC=2C=CC(N(C2)CC(=O)OCC)=O)C(=CC(=C1)N1C(=CC=C1C)C)Cl